N[C@H](C)C(=O)O d-alanin